lithium (6-methylpyrimidin-4-yl) acetate C(C)(=O)OC1=NC=NC(=C1)C.[Li]